S1SC(C=C1)C(=O)O.C(\C=C/C#N)#N maleonitril dithiolate